ClC1=NC(=NC(=N1)C1=CC=CC=C1)C1=CC=C(C=C1)C1=NC=CC=C1 2-chloro-4-phenyl-6-(4-(pyridine-2-yl)phenyl)-1,3,5-triazine